N-(1-((2S,3R,4R,5R)-3-fluoro-4-hydroxy-5-(hydroxymethyl)tetrahydrofuran-2-yl)-2-oxo-1,2-dihydropyrimidin-4-yl)-5-methoxypyridinecarboxamide F[C@H]1[C@H](O[C@@H]([C@H]1O)CO)N1C(N=C(C=C1)NC(=O)C1=NC=C(C=C1)OC)=O